BrC=1C=C(C(=C2C=CNC12)F)N1C=NC=C1 7-bromo-4-fluoro-5-(imidazol-1-yl)-1H-indole